BrC=1C=CC(=C(C1)O)C=1C=2N(C(=NN1)N[C@H]1CN(CCC1)C)C=CC2 5-bromo-2-(4-{[(3R)-1-methylpiperidin-3-yl]amino}pyrrolo[1,2-d][1,2,4]triazin-1-yl)phenol